N-(6-chloro-5-fluoro-2-methoxypyridin-3-yl)-6-(difluoromethyl)-1H-pyrrolo[2,3-b]pyridine-3-sulfonamide ClC1=C(C=C(C(=N1)OC)NS(=O)(=O)C1=CNC2=NC(=CC=C21)C(F)F)F